C[Si](C)(C)CC(CBr)=C 2-(trimethylsilylmethyl)allyl bromide